ClC=1C=C2C(=C3C1NC(NC31CCCCC1)=O)OC(=N2)CN2CCC1(COC1)CC2 5-chloro-2-{2-oxa-7-azaspiro[3.5]nonan-7-ylmethyl}-7,8-dihydro-6H-spiro[[1,3]oxazolo[5,4-f]quinazoline-9,1'-cyclohexane]-7-one